C[C@@]12[C@H](CCC1C1CCC=3C=C(C=CC3C1[C@H](C2)O)O)O (11S,13S,17S)-13-methyl-7,8,9,11,12,13,14,15,16,17-decahydro-6H-cyclopenta[a]phenanthrene-3,11,17-triol